FC(C1=CC=C(C=C1)CCC(=O)O)(F)F 3-[4-(trifluoromethyl)phenyl]Propionic acid